2-methyl-5-(1-methyl-1H-pyrazol-4-yl)-3-(pyridin-4-yl)thieno[3,2-b]pyridine CC1=C(C2=NC(=CC=C2S1)C=1C=NN(C1)C)C1=CC=NC=C1